diphenyl-(1-((3-methoxybenzyl)amino)butyl)phosphine oxide C1(=CC=CC=C1)P(C(CCC)NCC1=CC(=CC=C1)OC)(C1=CC=CC=C1)=O